O1C=C(N=CC=C1)CO (R)-1,4-oxazepine-3-methanol